FC=1C=C2C(=CNC2=CC1)CCN(C)C 2-(5-fluoroindol-3-yl)-N,N-dimethylethan-1-amine